(2S)-2-[9H-fluoren-9-yl-methoxycarbonyl-(methyl)amino]-3-(3-iodophenyl)propanoic acid C1=CC=CC=2C3=CC=CC=C3C(C12)COC(=O)N([C@H](C(=O)O)CC1=CC(=CC=C1)I)C